5-[[6,7-Difluoro-4-[(4-methoxyphenyl)methylsulfanyl]-1H-indol-5-yl]oxy]-2-fluoro-benzamidine FC1=C(C(=C2C=CNC2=C1F)SCC1=CC=C(C=C1)OC)OC=1C=CC(=C(C(=N)N)C1)F